NC1=CC(=C(C(=O)OC)C=C1N[C@@H]1COCC1(C)C)F Methyl (S)-4-amino-5-((4,4-dimethyltetrahydrofuran-3-yl)amino)-2-fluorobenzoate